N-(4-(2-(((1R,3S)-3-aminocyclopentyl)amino)-quinazolin-6-yl)-2-fluorophenyl)-2-chlorobenzene-sulfonamide N[C@@H]1C[C@@H](CC1)NC1=NC2=CC=C(C=C2C=N1)C1=CC(=C(C=C1)NS(=O)(=O)C1=C(C=CC=C1)Cl)F